2-Isobutyl-N-methyl-N-(5-nitrothiazol-2-yl)benzamide C(C(C)C)C1=C(C(=O)N(C=2SC(=CN2)[N+](=O)[O-])C)C=CC=C1